FC1([C@@H]2[C@H](N([C@H](C1)CC2)C(=O)C2(C1=CC=CC=C1C=1C=CC=CC21)O)C(=O)N[C@@H](C[C@H]2C(NCC2)=O)\C=C(/S(=O)(=O)C)\F)F (1S,3S,4S)-5,5-difluoro-N-((S,Z)-4-fluoro-4-(methylsulfonyl)-1-((S)-2-oxopyrrolidin-3-yl)but-3-en-2-yl)-2-(9-hydroxy-9H-fluorene-9-carbonyl)-2-azabicyclo[2.2.2]octane-3-carboxamide